BrC1=C(C(=C(C2=NON=C21)Br)[N+](=O)[O-])[N+](=O)[O-] 4,7-dibromo-5,6-dinitro-benzo[c][1,2,5]oxadiazole